NC=1C=CC(=NC1)N1N=C(C(=C1)C1=CN=C(N1C)C(=O)NC1=CC(=C(C=C1)C(=O)N1CCN(CC1)C(=O)C1CCN(CC1)C)Cl)OC 5-[1-(5-amino-2-pyridyl)-3-methoxy-pyrazol-4-yl]-N-[3-chloro-4-[4-(1-methylpiperidine-4-carbonyl)piperazine-1-carbonyl]phenyl]-1-methyl-imidazole-2-carboxamide